6-{[5-Methyl-3-(6-methylpyridin-3-yl)-1,2-oxazol-4-yl]methoxy}-1,2,3,4-tetrahydro-2,7-naphthyridine-2-carboxylic acid tert-butyl ester C(C)(C)(C)OC(=O)N1CC2=CN=C(C=C2CC1)OCC=1C(=NOC1C)C=1C=NC(=CC1)C